Copper-molybdenum disulfide [Mo](=S)=S.[Cu]